NC1CC2(CCC3N(C1=O)C(CC3)C(=O)N[C@@H]3CCCC1=CC=CC=C31)CC2 6'-amino-5'-oxo-N-((R)-1,2,3,4-tetrahydronaphthalen-1-yl)octahydro-5'H-spiro[cyclopropane-1,8'-pyrrolo[1,2-a]azocine]-3'-carboxamide